(o-tolyl)phosphane C1(=C(C=CC=C1)P)C